COC1=C(C=C2C(=NC(=NC2=C1)C)N[C@H](C)C1=CC(=CC=C1)C=1C=NNC1)OCCC(C)C 7-methoxy-2-methyl-6-(3-methylbutoxy)-N-{(1R)-1-[3-(1H-pyrazol-4-yl)phenyl]ethyl}quinazolin-4-amine